2,6,14-trimethyloctadecane CC(C)CCCC(CCCCCCCC(CCCC)C)C